butyl-4-[6-[(1S)-1-methoxyethyl]-5-(4,4,5,5-tetramethyl-1,3,2-dioxaborolan-2-yl)pyridin-3-yl]piperazine C(CCC)N1CCN(CC1)C=1C=NC(=C(C1)B1OC(C(O1)(C)C)(C)C)[C@H](C)OC